C(C\C=C/CCCCC)OC(CCCCCCCC(=O)O)=O 9-[(Z)-non-3-enoxy]-9-oxo-nonanoic acid